FC(COC=1C=CC=NC1)F 5-(2,2-difluoroethoxy)pyridin